4-(4-(2-phenylpyrimidin-4-yl)-7-(pyridin-3-yl)-6,7-dihydro-5H-pyrrolo[2,3-d]pyrimidin-2-yl)morpholine hydrochloride Cl.C1(=CC=CC=C1)C1=NC=CC(=N1)C=1C2=C(N=C(N1)N1CCOCC1)N(CC2)C=2C=NC=CC2